METHOXYACETALDEHYDE COCC=O